CC=1NC(SC1C)=NC(=O)C1C(C1(C)C)(C)C N-(4,5-dimethylthiazol-2(3H)-ylidene)-2,2,3,3-tetramethylcyclopropane-1-carboxamide